ONC(CNC1=C(N=C2N1C(=CC=C2)C)C2=CC=CC=C2)=O N-hydroxy-2-(5-methyl-2-phenyl-imidazo[1,2-a]pyridin-3-yl-amino)-acetamide